6-(3-(3-t-butyl-4-hydroxy-5-methylphenyl)propoxy)-2,4,8,10-tetrakis-t-butyldibenzo(d,f)(1,3,2)dioxaphosphepine C(C)(C)(C)C=1C=C(C=C(C1O)C)CCCOP1OC2=C(C3=C(O1)C(=CC(=C3)C(C)(C)C)C(C)(C)C)C=C(C=C2C(C)(C)C)C(C)(C)C